NN1C(=NC(=C1C(=O)N)C1=CC=C(C=C1)C(NC1=NC=CC(=C1)C)=O)C1N(CCCC1)C(C=CC)=O 1-amino-2-(1-(but-2-enoyl)piperidin-2-yl)-4-(4-((4-methylpyridin-2-yl)carbamoyl)-phenyl)-1H-imidazole-5-carboxamide